2,2-diethoxy-N-(3-triethoxysilylpropoxycarbonyl(methyl)ethyl)-1-aza-2-silacyclopentane C(C)O[Si]1(N(CCC1)CC(C)C(=O)OCCC[Si](OCC)(OCC)OCC)OCC